C(C)(C)(C)C(C(C(=O)OCC(COC(C(C(C1=CC=CC=C1)C(C)(C)C)(O)C(C)(C)C)=O)(COC(C(C(C1=CC=CC=C1)C(C)(C)C)(O)C(C)(C)C)=O)COC(C(C(C1=CC=CC=C1)C(C)(C)C)(O)C(C)(C)C)=O)(O)C(C)(C)C)C1=CC=CC=C1 pentaerythritol tetrakis(bis-tert-butylhydroxyhydrocinnamate)